BrC=1C(=NC(=CC1)Cl)C1(COCC1)C#N 3-(3-bromo-6-chloropyridin-2-yl)tetrahydrofuran-3-carbonitrile